5-methyl-N-(3-methoxy-4-(4-dimethylaminopiperidin-1-yl)phenyl)-4-(1-isopropyl-1H-pyrazol-4-yl)pyrimidin-2-amine CC=1C(=NC(=NC1)NC1=CC(=C(C=C1)N1CCC(CC1)N(C)C)OC)C=1C=NN(C1)C(C)C